C(C)(C)(C)N(C(O)=O)CCCC(C1=NC2=C(N1CC)C=CC=C2OC)N.C(=C)[Si](O[Si](C)(C)C)(O[Si](C)(C)C)C vinyl-methyl-bis(trimethylsiloxy)silane tert-butyl-(4-amino-4-(4-methoxy-1-ethyl-benzo[d]imidazol-2-yl)butyl)carbamate